3-((6'-(2H-tetrazol-5-yl)-[1,1':3',1''-terphenyl]-4-yl)methyl)-2-methyl-1,3-diazaspiro[4.4]non-1-en-4-one N=1NN=NC1C1=CC=C(C=C1C1=CC=C(C=C1)CN1C(=NC2(C1=O)CCCC2)C)C2=CC=CC=C2